N-(3-((7-(2,6-dioxopiperidin-3-yl)-6-oxo-7,8-dihydro-2H,6H-spiro[furo[2,3-e]isoindole-3,4'-piperidin]-1'-yl)methyl)phenyl)benzenesulfonamide O=C1NC(CCC1N1C(C2=CC=C3C(=C2C1)OCC31CCN(CC1)CC=1C=C(C=CC1)NS(=O)(=O)C1=CC=CC=C1)=O)=O